triisopropoxytitanium (methylacetoacetate) CCC(CC(=O)[O-])=O.C(C)(C)O[Ti+](OC(C)C)OC(C)C